C12NCC(C1N1C=NC=3C(=NC=4C(=C(C(=CC4C31)Cl)C3=CC(=CC1=CC=CC=C31)O)F)N3C1CNCC3CC1)C2 4-(1-((endo)-2-azabicyclo[2.1.1]hexan-5-yl)-4-(3,8-diazabicyclo[3.2.1]octan-8-yl)-8-chloro-6-fluoro-1H-imidazo[4,5-c]quinolin-7-yl)naphthalen-2-ol